((S)-2-methyl-2-((R)-2,2,2-trifluoro-1-hydroxyethyl)pyrrolidin-1-yl)methanone C[C@@]1(N(CCC1)C=O)[C@H](C(F)(F)F)O